N-(4-((Benzyloxy)methyl)-2-fluorophenyl)-5-(4,4,5,5-tetramethyl-1,3,2-dioxaborolan-2-yl)benzamide C(C1=CC=CC=C1)OCC1=CC(=C(C=C1)NC(C1=CC=CC(=C1)B1OC(C(O1)(C)C)(C)C)=O)F